BrC=1C=C(C=CC1)C1=NC2=C3N=CC=CC3=CC=C2C=C1 2-(3-bromophenyl)-1,10-phenanthroline